1-eicosanoyl-2-(8Z,11Z,14Z-eicosatrienoyl)-glycero-3-phosphoserine CCCCCCCCCCCCCCCCCCCC(=O)OC[C@H](COP(=O)(O)OC[C@@H](C(=O)O)N)OC(=O)CCCCCC/C=C\C/C=C\C/C=C\CCCCC